5-(4-((3-ethyl-8-fluoro-2-oxo-1,2-dihydropyrido[3,4-b]pyrazin-7-yl)methyl)piperazin-1-yl)-6-fluoro-N-methylpyridinamide C(C)C=1C(NC2=C(N1)C=NC(=C2F)CN2CCN(CC2)C=2C=CC(=NC2F)C(=O)NC)=O